IC=1C=C(C(=O)N)C=CC1I 3,4-diiodobenzamide